ClC1=CC=C(OCC(=O)NC23CC(C2)(C3)C=3OC(=NN3)C3(CCC3)COC(F)(F)F)C=C1 2-(4-chlorophenoxy)-N-[3-[5-[3-cis-(trifluoromethoxymethyl)cyclobutyl]-1,3,4-oxadiazol-2-yl]-1-bicyclo[1.1.1]pentanyl]acetamide